CC1(N(CCN(C1)CC1=C(C=C(C=C1)C(F)(F)F)N1CCCC1)C(=O)N1N=C(N=C1)C(F)(F)F)C (2,2-dimethyl-4-(2-(pyrrolidin-1-yl)-4-(trifluoromethyl)benzyl)piperazin-1-yl)(3-(trifluoromethyl)-1H-1,2,4-triazol-1-yl)methanone